1-allyl-3-butyl-imidazole bis(trifluoromethanesulfonyl)imide salt [N-](S(=O)(=O)C(F)(F)F)S(=O)(=O)C(F)(F)F.C(C=C)N1CN(C=C1)CCCC